CC(C)(C(C=C)C)O 2,3-dimethyl-pent-4-en-2-ol